Nα-Fmoc-D-alanine C(=O)(OCC1C2=CC=CC=C2C2=CC=CC=C12)N[C@H](C)C(=O)O